C(C)(C)(C)OC(=O)N1[C@H](CN[C@@H](C1)COC1=C2C(NC(N(C2=CC(=C1)Br)C1=C(C=CC=C1)C(C)C)=O)=O)C (2S,5S)-5-(((7-bromo-1-(2-isopropylphenyl)-2,4-dioxo-1,2,3,4-tetrahydroquinazolin-5-yl)oxy)methyl)-2-methylpiperazine-1-carboxylic acid tert-butyl ester